2-[4-(Difluoromethyl)-6-[4-[4-(2-hydroxyethyl)piperazin-1-yl]phenyl]-7-methyl-indazol-2-yl]-2-[(6R)-6-fluoro-6,7-dihydro-5H-pyrrolo[1,2-c]imidazol-1-yl]-N-thiazol-2-yl-acetamide FC(C=1C2=CN(N=C2C(=C(C1)C1=CC=C(C=C1)N1CCN(CC1)CCO)C)C(C(=O)NC=1SC=CN1)C1=C2N(C=N1)C[C@@H](C2)F)F